(S)-2-(2,6-dichlorobenzamido)-3-(2-(3-(pyridin-2-ylamino)benzamido)acetamido)propanoic acid ClC1=C(C(=O)N[C@H](C(=O)O)CNC(CNC(C2=CC(=CC=C2)NC2=NC=CC=C2)=O)=O)C(=CC=C1)Cl